methyl 2-benzoyl-4-formyl-2-azabicyclo[2.1.1]hexane-1-carboxylate C(C1=CC=CC=C1)(=O)N1C2(CC(C1)(C2)C=O)C(=O)OC